3-benzyl-1-methyl-1H-imidazol-3-ium methyl-carbonate COC([O-])=O.C(C1=CC=CC=C1)[N+]1=CN(C=C1)C